5-bromo-6-chloro-N-(1-cyanocyclopropyl)pyridin-3-sulfonamide BrC=1C=C(C=NC1Cl)S(=O)(=O)NC1(CC1)C#N